C(CCCCCCCCCCC)N(C1CN(CCN1CCCCCCCCCCCC)CCN(CCCCCCCCCCCC)CCCCCCCCCCCC)CCCCCCCCCCCC 3-(didodecyl-amino)-N1,N1,4-tridodecyl-1-piperazineethanamine